perfluorobutanesulfonic acid tetraethylammonium salt C(C)[N+](CC)(CC)CC.FC(C(C(C(F)(F)F)(F)F)(F)F)(S(=O)(=O)[O-])F